BrC1=CC=C2C=C(N(C2=C1)CC1CC1)CO (6-Bromo-1-(cyclopropylmethyl)-1H-indol-2-yl)methanol